heptylnonanoyl chloride C(CCCCCC)C(C(=O)Cl)CCCCCCC